N1C(=NC=C1)C(=O)NC=1C=C(N(C1)C)C(=O)O 4-(1H-imidazole-2-amido)-1-methylpyrrole-2-carboxylic acid